NC1=C(SC2=NC(=CC(=C21)C)C)C(=O)NC2CC=1C(=NC(=CC1)N1CC3(OCC(O3)C)C(C1)N)OC2 3-amino-N-(7-{9-amino-2-methyl-1,4-dioxa-7-azaspiro[4.4]nonan-7-yl}-2H,3H,4H-pyrano[2,3-b]pyridin-3-yl)-4,6-dimethylthieno[2,3-b]pyridine-2-carboxamide